N1C(=CC=C1)C=1C=C(C=CC1)C1=NN=C2N1C1=CC=CC=C1C(=N2)NC (3-(1H-pyrrol-2-yl)phenyl)-N-methyl-[1,2,4]triazolo[4,3-a]quinazolin-5-amine